Dibutenylpyrrolidine C(=CCC)C1N(CCC1)C=CCC